FCCN1CCC(CC1)N(C(=O)[C@@H]1[C@@H](NCCC1)C(=O)N1[C@@H](C[C@H](C1)CC1=CC=C(C=C1)C)C(NCC=1C=C2C=CN(C2=CC1)C)=O)C (2R,3S)-N-[1-(2-fluoroethyl)-4-piperidinyl]-N-methyl-2-[(2S,4R)-2-[(1-methylindole-5-yl)methylcarbamoyl]-4-(p-tolylmethyl)pyrrolidine-1-carbonyl]piperidine-3-carboxamide